C1(=CC=CC2=CC=C3C=C4C=CC=CC4=CC3=C12)NC=1C=C2C=CC(=CC2=CC1)N N'-tetraphenyl-2,6-Naphthalenediamine